2-hydroxy-ethylhydrazine OCCNN